spiro[benzo[c]fluorene-7,9'-fluorene]-5,9-dicarboxaldehyde C1=CC=CC=2C3=CC=CC=C3C3(C12)C=1C=C(C=CC1C=1C2=C(C(=CC13)C=O)C=CC=C2)C=O